OC(CN1CCCC1)C=1SC(=C(N1)C(F)(F)F)C(=O)N[C@@H](C)C1=CC(=CC=C1)N1CCOCC1 2-[1-hydroxy-2-(1-pyrrolidinyl)ethyl]-N-[(1S)-1-[3-(4-morpholinyl)phenyl]ethyl]-4-(trifluoromethyl)-5-thiazolecarboxamide